ClC=1C(=CC=2N(C1)C=CN2)C(=O)OC methyl 6-chloroimidazo[1,2-a]pyridine-7-carboxylate